OC=1C=C(C=CC1O)C1(C2(N(CC1)C)C(NC1=CC=CC=C12)=O)C(C1=CC(=C(C=C1)O)OC)=O (3,4-dihydroxyphenyl)-3'-(4-hydroxy-3-methoxybenzoyl)-1'-methylspiro[indoline-3,2'-pyrrolidin]-2-one